5-amino-N-(3-chloro-4-fluorophenyl)-3-(5-(difluoromethyl)-5-hydroxyoctahydropentalen-2-yl)-1-methyl-1H-pyrazole-4-carboxamide NC1=C(C(=NN1C)C1CC2CC(CC2C1)(O)C(F)F)C(=O)NC1=CC(=C(C=C1)F)Cl